ClC=1C(=C(C=CC1Cl)NC1=NC=NC2=CC(=C(C=C12)C1CN(C1)C(C=C)=O)OC([2H])([2H])[2H])F 1-(3-(4-((3,4-dichloro-2-fluorophenyl)amino)-7-(methoxy-d3)quinazolin-6-yl)azetidin-1-yl)prop-2-en-1-one